3-hydroxycyclopentane OC1CCCC1